N-((2,6-dichloro-4-(hydroxymethyl)pyridin-3-yl)thiocarbamoyl)benzamide ClC1=NC(=CC(=C1NC(=S)NC(C1=CC=CC=C1)=O)CO)Cl